1-(1,3-benzodioxolan-5-yl)-N-ethylpentan-2-amine O1COC2=C1C=CC(=C2)CC(CCC)NCC